C(C1=CC=CC=C1)OC1=C(C(=O)O)C(=CC(=C1)OCOC)OCOC 2-(benzyloxy)-4,6-bis(methoxymethoxy)benzoic acid